C(CCCCCCCCCCCCCCCCC)(=O)OC1=C(C=C(C=C1)C=CC(=O)OCCO)OC(CCCCCCCCCCCCCCCCC)=O 4-(3-(2-hydroxyethoxy)-3-oxoprop-1-en-1-yl)-1,2-phenylene distearate